tert-butyl 4-(3-{[tert-butyl(dimethyl)silyl]oxy}propyl)-4-(3-hydroxy-1H-pyrazol-5-yl)piperidine-1-carboxylate [Si](C)(C)(C(C)(C)C)OCCCC1(CCN(CC1)C(=O)OC(C)(C)C)C1=CC(=NN1)O